N,N'-(1,2-phenylene)bis(1-(benzyloxy)-6-oxo-1,6-dihydropyridine-2-carboxamide) C1(=C(C=CC=C1)NC(=O)C=1N(C(C=CC1)=O)OCC1=CC=CC=C1)NC(=O)C=1N(C(C=CC1)=O)OCC1=CC=CC=C1